1-(3-(4,4,5,5-tetramethyl-1,3,2-dioxaborolan-2-yl)phenyl)-imidazolidin-2-one CC1(OB(OC1(C)C)C=1C=C(C=CC1)N1C(NCC1)=O)C